C(#N)CC(=O)N1C[C@@H]([C@@H](CC1)C)N(C=1C2=C(N=CN1)N(C=C2)C(=O)NCC(=O)NCC(=O)O)C 2-[[2-[[4-[[(3R,4R)-1-(2-cyanoacetyl)-4-methyl-3-piperidinyl]-methyl-amino]pyrrolo[2,3-d]pyrimidine-7-carbonyl]amino]acetyl]amino]acetic acid